3-(3-methyl-5-{4-[(3R)-3-(methylamino)pyrrolidin-1-yl]phenyl}-2-oxo-1,3-benzodiazol-1-yl)piperidine-2,6-dione trifluoroacetate FC(C(=O)O)(F)F.CN1C(N(C2=C1C=C(C=C2)C2=CC=C(C=C2)N2C[C@@H](CC2)NC)C2C(NC(CC2)=O)=O)=O